ClC1=CC=C(C=C1)[C@@H]1CN(CCN1C(CNC(\C=C\C1=C(C=C(C=C1)C(F)(F)F)F)=O)=O)CCCC(=O)O |r| racemic-4-[3-(4-chlorophenyl)-4-[2-[[(E)-3-[2-fluoro-4-(trifluoromethyl)phenyl]prop-2-enoyl]amino]acetyl]piperazin-1-yl]butanoic acid